C(C)(C)(C)NC(C(=O)NC(C(N[C@@H](C[C@H]1C(NCC1)=O)C(COC(F)(F)F)=O)=O)CC1CCOCC1)=O N1-(tert-butyl)-N2-(1-oxo-1-(((S)-3-oxo-1-((S)-2-oxopyrrolidin-3-yl)-4-(trifluoromethoxy)butan-2-yl)amino)-3-(tetrahydro-2H-pyran-4-yl)propan-2-yl)oxalamide